4-phenoxymethyl-[1,3]dioxolan-2-one O(C1=CC=CC=C1)CC1OC(OC1)=O